2-(7-bromo-4-oxoquinazolin-3(4H)-yl)-2-phenylacetic acid BrC1=CC=C2C(N(C=NC2=C1)C(C(=O)O)C1=CC=CC=C1)=O